CS(=O)(=O)O[C@H](CCN(C)C(=O)OC(C)(C)C)C1=CC(=CC(=C1)C)Cl (R)-3-((tert-butoxycarbonyl)(methyl)amino)-1-(3-chloro-5-methylphenyl)propyl methanesulfonate